2-(4-Fluoro-phenyl)-1-[6-(6-methyl-pyridin-2-ylmethyl)-2,6-diaza-spiro[3.3]hept-2-yl]-ethanone FC1=CC=C(C=C1)CC(=O)N1CC2(C1)CN(C2)CC2=NC(=CC=C2)C